CC1=C(C=NC=2OCCNC21)N2CC=1N=C(N=CC1CC2)NC2=CC=C(C=C2)N2CCC(CC2)O (4-((7-(8-methyl-2,3-dihydro-1H-pyrido[2,3-b][1,4]oxazin-7-yl)-5,6,7,8-tetrahydropyrido[3,4-d]pyrimidin-2-yl)amino)phenyl)piperidin-4-ol